trioctyl citrate C(CC(O)(C(=O)OCCCCCCCC)CC(=O)OCCCCCCCC)(=O)OCCCCCCCC